5-(2-oxa-6-aza-spiro[3.3]heptan-6-yl)pyrazolo[1,5-a]pyrimidine-3-carboxamide C1OCC12CN(C2)C2=NC=1N(C=C2)N=CC1C(=O)N